(3R)-FLUOROPYRROLIDINE HYDROCHLORIDE Cl.FN1CCCC1